FC(S(=O)(=O)[O-])(F)F.[Na+].Cl(=O)(=O)(=O)[O-].[Na+] sodium perchlorate sodium trifluoromethanesulfonate